ethyl 1-benzyl-5-hydroxy-2-oxo-1,2,3,6-tetrahydropyridine-4-carboxylate C(C1=CC=CC=C1)N1C(CC(=C(C1)O)C(=O)OCC)=O